(2S,3R)-3-((2-aminopyridin-4-yl)methyl)-N2-(1-methyl-1H-pyrazol-4-yl)-N1-((R)-1-(3-chlorophenyl)propyl)-N2-methyl-4-oxoazetidine-1,2-dicarboxamide NC1=NC=CC(=C1)C[C@@H]1[C@H](N(C1=O)C(=O)N[C@H](CC)C1=CC(=CC=C1)Cl)C(=O)N(C)C=1C=NN(C1)C